IC=1C=C2CC(NC2=CC1)=S 5-iodo-indoline-2-thione